(5-Chloro-Pyridin-2-Yl)-Amide ClC=1C=CC(=NC1)[NH-]